4-bromo-1-(cyclopropylmethanesulfonyl)-2-methyl-benzene BrC1=CC(=C(C=C1)S(=O)(=O)CC1CC1)C